ClCCC[Si](OCC)(OCC)OCC 3-chloro-propyl-triethoxysilane